1-adamantanecarbonyl chloride C12(CC3CC(CC(C1)C3)C2)C(=O)Cl